(2R,4S)-2-benzyl-4-hydroxy-N-((1S,2R)-2-hydroxy-2,3-dihydro-1H-inden-1-yl)-5-(4-nitrophenylsulfonamido)pentanamide C(C1=CC=CC=C1)[C@@H](C(=O)N[C@@H]1[C@@H](CC2=CC=CC=C12)O)C[C@@H](CNS(=O)(=O)C1=CC=C(C=C1)[N+](=O)[O-])O